(S)-chlorofluoroacetic acid Cl[C@@H](C(=O)O)F